ClC1=NC(=NC(=N1)N(CCCCCCCC)CCCCCCCC)OCC 2-chloro-4-dioctylamino-6-ethyloxy-1,3,5-triazine